C(C)(C)(C)C=1C=CC(=NC1)C1=C(C(=C2C=NC(=NN21)N[C@H]2[C@@H](COCC2)O)F)C#CC (3S,4R)-4-((7-(5-(tert-butyl)pyridin-2-yl)-5-fluoro-6-(prop-1-yn-1-yl)pyrrolo[2,1-f][1,2,4]triazin-2-yl)amino)tetrahydro-2H-pyran-3-ol